5-(4-hydroxypiperidin-4-yl)-N-methylpyridineamide-1-d OC1(CCNCC1)C=1C=CC(N(C1)[2H])C(=O)NC